N-((3R,5S)-5-((1H-1,2,3-triazol-1-yl)methyl)-1-cyanopyrrolidin-3-yl)-4-(3-(trifluoromethoxy)-phenyl)pyridinecarboxamide N1(N=NC=C1)C[C@@H]1C[C@H](CN1C#N)NC(=O)C1=NC=CC(=C1)C1=CC(=CC=C1)OC(F)(F)F